COC(=O)C1=CC=C(C=N1)N1[C@@H](CN(CC1)C(=O)OC(C)(C)C)C tert-butyl (3R)-4-[6-(methoxycarbonyl)pyridin-3-yl]-3-methylpiperazine-1-carboxylate